benzyl tert-butyl (6-hydroxyhexane-1,5-diyl)dicarbamate OCC(CCCCNC(OCC1=CC=CC=C1)=O)NC(OC(C)(C)C)=O